N1=CN=C(C2=C1NC=C2)C=2C=CC(=NC2)N2CC1N(C(C2)C1)CC1=C(C=CC=C1F)F 3-(5-(7H-pyrrolo[2,3-d]pyrimidin-4-yl)pyridin-2-yl)-6-(2,6-difluorobenzyl)-3,6-diazabicyclo[3.1.1]heptane